NC([C@H](C[C@H]1C(NC(C1)(C)C)=O)NC(=O)[C@H]1N(CC2(C1)CCCCC2)C(=O)C=2NC1=CC=CC(=C1C2)OC)=O (3S)-N-[(1S)-2-amino-1-[[(3R)-5,5-dimethyl-2-oxo-pyrrolidin-3-yl]methyl]-2-oxo-ethyl]-2-(4-methoxy-1H-indole-2-carbonyl)-2-azaspiro[4.5]decane-3-carboxamide